3-(pyridin-4-yl)pyrazolo[1,5-a]pyrimidine N1=CC=C(C=C1)C=1C=NN2C1N=CC=C2